FC(C(=O)NNC(=O)C1=CC(=C(CN(S(=O)(=O)C)C2=CC=C(C=C2)OC)C=C1)F)F N-(4-(2-(2,2-difluoroacetyl)hydrazine-1-carbonyl)-2-fluorobenzyl)-N-(4-methoxyphenyl)methanesulfonamide